C1(=CC=CC=C1)CC(=O)NC=1OC2=C(N1)C=CC(=C2)N(C(=O)NC2=CC=C(C=C2)C)CCN2CCOCC2 (2-Phenylacetamidobenzo[d]oxazol-6-yl)-1-[2-(4-morpholinyl)ethyl]-3-(4-methylphenyl)urea